FC=1C=NC(=NC1)C1=CC(=NC=C1C(F)(F)F)NC(=O)N1C2CC(CC1(C2)C(=O)NNC(CC)=O)C cis-N-(4-(5-fluoropyrimidin-2-yl)-5-(trifluoromethyl)pyridin-2-yl)-3-methyl-1-(2-propionylhydrazine-1-carbonyl)-6-azabicyclo[3.1.1]heptane-6-carboxamide